2-(4-(benzyloxy)-3-(3-phenylpropyloxy)benzylamino)ethanol hydrochloride Cl.C(C1=CC=CC=C1)OC1=C(C=C(CNCCO)C=C1)OCCCC1=CC=CC=C1